C(C1=CC=CC=C1)(C1=CC=CC=C1)C1=C(C(=CC(=C1)C)C(C1=CC=CC=C1)C1=CC=CC=C1)N1C(N2C(C=CC=C2N2CCCCC2)=C1)=[Au-2]Cl 2-(2,6-dibenzhydryl-4-methylphenyl)-5-(piperidin-1-yl)imidazo[1,5-a]pyridin-3-ylidenegold(I) chloride